C(C)(C)(C)OC(NN=C1CC(C2=CC=CC=C12)=O)=O N-[(3-oxoindan-1-ylidene)amino]carbamic acid tert-butyl ester